FC=1C(=C(C=CC1)[C@H]1N(CCC1)C=1C(=NC=CN1)C(=O)N[C@H](C)\C=C\S(=O)(=O)C)C ((S)-2-(3-Fluoro-2-methylphenyl)pyrrolidin-1-yl)-N-((R,E)-4-(methylsulfonyl)but-3-en-2-yl)pyrazine-2-carboxamide